2-ETHYLHEXYL METHACRYLATE C(C(=C)C)(=O)OCC(CCCC)CC